[Si](C)(C)(C(C)(C)C)OCCCNC(C)C1=CNC(C2=CC(=C(C=C12)F)F)=O 4-(1-((3-((tert-Butyldimethylsilyl)oxy)propyl)amino)ethyl)-6,7-difluoroisoquinolin-1(2H)-one